5-(8-(3-((1H-1,2,3-triazol-1-yl)methyl)pyrrolidin-1-yl)imidazo[1,2-b]pyridazin-6-yl)pyrimidine-2,4(1H,3H)-dione N1(N=NC=C1)CC1CN(CC1)C=1C=2N(N=C(C1)C=1C(NC(NC1)=O)=O)C=CN2